4-[3-fluoro-5-(trifluoromethyl)phenyl]-5-{[(2R)-2-methylpyrrolidin-1-yl]methyl}-1,3-thiazol-2-amine FC=1C=C(C=C(C1)C(F)(F)F)C=1N=C(SC1CN1[C@@H](CCC1)C)N